OCCN BETA-HYDROXYETHYLAMINE